(R)-4-cyano-4-methyl-N-((6-phenyl-5,6,7,8-tetrahydro-2,6-naphthyridin-3-yl)methyl)chroman-6-carboxamide C(#N)[C@@]1(CCOC2=CC=C(C=C12)C(=O)NCC=1N=CC=2CCN(CC2C1)C1=CC=CC=C1)C